(R)-tert-butyl (2-(4-(6,7-dimethoxyquinolin-4-yl)-2-methylpiperazin-1-yl)ethyl)carbamate COC=1C=C2C(=CC=NC2=CC1OC)N1C[C@H](N(CC1)CCNC(OC(C)(C)C)=O)C